CN1C=C(C=C(C1=O)C)C=1NC2=CC(=CC=C2C1C)C=1C=CC(=NC1)N1CCN(CC1)C(=O)OC(C)(C)C tert-butyl 4-(5-(2-(1,5-dimethyl-6-oxo-1,6-dihydropyridin-3-yl)-3-methyl-1H-indol-6-yl)pyridin-2-yl)piperazine-1-carboxylate